CC1CN(CCN1C)C1=CC(=C(C=C1[N+](=O)[O-])C1=CC=CC=C1)F 4'-(3,4-dimethylpiperazin-1-yl)-2'-fluoro-5'-nitro-[1,1'-biphenyl]